methyl 4-((7-(8-ethyl-7-fluoro-3-hydroxynaphthalen-1-yl)-2-(((2R,7aS)-2-fluorotetrahydro-1H-pyrrolizin-7a(5H)-yl)methoxy)-5,6,7,8-tetrahydropyrido[3,4-d]pyrimidin-4-yl)amino)butanoate C(C)C=1C(=CC=C2C=C(C=C(C12)N1CC=2N=C(N=C(C2CC1)NCCCC(=O)OC)OC[C@]12CCCN2C[C@@H](C1)F)O)F